OC\C=C/CO cis-1,4-dihydroxy-2-Butene